[Li+].[N+](=O)([O-])[O-].[Rb+].[N+](=O)([O-])[O-] rubidium nitrate, lithium salt